FC(C(=O)O)(SC1=CC=C(C=C1)C(C=CC1=CC=C(C=C1)C=1SC=CC1)=O)F 2,2-Difluoro-2-[4-[3-(4-thiophen-2-ylphenyl)prop-2-enoyl]phenyl]sulfanylacetic acid